BrC1=C2C=CNC2=C(C=C1Cl)C 4-Bromo-5-chloro-7-methyl-1H-indole